C1(CC1)C1=NN(C2=CC=CC=C12)[C@@H]1C[C@H](C1)CN (trans-3-(3-cyclopropyl-1H-indazol-1-yl)cyclobutyl)methanamine